4-hydroxy-9-methyl-1,12-dihydro-14H-pyrano[3',4':6,7]indolizino[1,2-b]quinoline-3,14(4H)-dione OC1C(OCC=2C(N3CC=4C(=NC=5C=CC(=CC5C4)C)C3=CC21)=O)=O